FC1(CCN(CCC1)C1=C(C(=O)NC2=CC(=CC=C2)[S@@](=O)(=NC(CN)=O)C)C(=C(C(=N1)C(F)(F)F)C=1C=NN(C1)C)C)F (R)-2-(4,4-difluoroazepan-1-yl)-N-(3-(N-glycyl-S-methylsulfonimidoyl)phenyl)-4-methyl-5-(1-methyl-1H-pyrazol-4-yl)-6-(trifluoromethyl)nicotinamide